O1N=CC=C1CC#N 2-isoxazol-5-ylacetonitrile